C(CCCCCCCCC(=O)O)CCCCCCCCO ω-hydroxyoctadecanoic acid